ClC1=CC=C(O1)C=1C=C2CC(N3C(C2=CC1C(=O)OC)=CC(C(=C3)C(=O)O)=O)C(C)C 9-(5-chlorofuran-2-yl)-6-isopropyl-10-(methoxycarbonyl)-2-oxo-6,7-dihydro-2H-pyrido[2,1-a]isoquinoline-3-carboxylic acid